COCC[C@@]1([C@@H](O[C@@H]([C@H]1O)CO)N1C(=O)N=C(N)C=C1)O 2'-methoxyethylcytidine